4-Fluoro-N-(5-(3-methylbutanamidyl)naphthalen-1-yl)benzamide FC1=CC=C(C(=O)NC2=CC=CC3=C(C=CC=C23)NC(CC(C)C)=O)C=C1